COC=1C=C(C=CC1NCC#CC=1N(C2=CC=CC(=C2C1)NC1CCC(CC1)N(CCOC)CCOC)CC(F)(F)F)S(=O)(=O)N 3-methoxy-4-{[3-(4-{[(1R,4R)-4-[bis(2-methoxyethyl)amino]cyclohexyl]amino}-1-(2,2,2-trifluoroethyl)-1H-indol-2-yl)prop-2-yn-1-yl]amino}benzene-1-sulfonamide